O=C1NC(CCC1C1=NN(C2=C(C=CC=C12)OCC(=O)NCC1=CC=C(C=C1)O)C)=O 2-((3-(2,6-Dioxopiperidin-3-yl)-1-methyl-1H-indazol-7-yl)oxy)-N-(4-hydroxy-benzyl)acetamide